C(C=C)[Si](CCC)(OCC)OCC Allyldiethoxy-n-propylsilane